(R)-N-tert-butyl-5-(2-(5-fluoro-2-methylpyridin-3-yl)pyrrolidin-1-yl)pyrazolo[1,5-a]pyrimidine-3-carboxamide C(C)(C)(C)NC(=O)C=1C=NN2C1N=C(C=C2)N2[C@H](CCC2)C=2C(=NC=C(C2)F)C